5-bromo-2-((S)-1-cyclopropylethyl)-7-(dimethylphosphoryl)-3-methylisoindolin-1-one BrC=1C=C2C(N(C(C2=C(C1)P(=O)(C)C)=O)[C@@H](C)C1CC1)C